C(CC=C)C1(CN(CCC1)C=1C2=C(N=C(N1)OC[C@]13CCCN3C[C@@H](C1)F)C(=C(N=C2)Cl)F)O 3-(but-3-en-1-yl)-1-(7-chloro-8-fluoro-2-(((2R,7aS)-2-fluorotetrahydro-1H-pyrrolizin-7a(5H)-yl)methoxy)pyrido[4,3-d]pyrimidin-4-yl)piperidin-3-ol